BrC=1C=C(\C=C/2\ON(OS2)CCCCCCC(=O)NO)C=CC1OC (Z)-7-(5-(3-bromo-4-methoxybenzylidene)-2,4-dioxathiazolidine-3-yl)-N-hydroxyheptanamide